5-[(E)-[(1,1-Dioxo-1,2-benzothiazol-3-yl)-methyl-hydrazono]methyl]-3-isopropyl-1-(methoxymethyl)benzimidazol-2-on O=S1(N=C(C2=C1C=CC=C2)N(\N=C\C2=CC1=C(N(C(N1C(C)C)=O)COC)C=C2)C)=O